COC=1C=C2[C@]3(C(NC2=CC1)=O)[C@@H](C3)C3=CC=C1C(=NNC1=C3)NC3=NC=C(N=C3OC)N3CCOCC3 (1R,2S)-5'-methoxy-2-(3-{[3-methoxy-5-(morpholin-4-yl)pyrazin-2-yl]amino}-1H-indazol-6-yl)-1'H-spiro[cyclopropan-1,3'-indol]-2'-one